(R)-1-(thiophen-2-yl)propyl isocyanate S1C(=CC=C1)[C@@H](CC)N=C=O